3-(4-((2-chloro-6-fluoro-4-(piperidin-1-ylmethyl)benzyl)thio)-1-oxoisoindolin-2-yl)piperidine-2,6-dione ClC1=C(CSC2=C3CN(C(C3=CC=C2)=O)C2C(NC(CC2)=O)=O)C(=CC(=C1)CN1CCCCC1)F